CC1(CCCC1)CCC 1-METHYL-1-n-PROPYL-CYCLOPENTANE